4-(4-bromophenyl)-4-hydroxypiperidine-1-carboxylic acid tert-butyl ester C(C)(C)(C)OC(=O)N1CCC(CC1)(O)C1=CC=C(C=C1)Br